FC(CO)(F)C=1C(=C(C=CC1)[C@@H](C)N[S@](=O)C(C)(C)C)C (R)-N-[(1R)-1-[3-(1,1-difluoro-2-hydroxy-ethyl)-2-methyl-phenyl]ethyl]-2-methyl-propane-2-sulfinamide